CN(CCCNC(=O)C1=NN(C2=C1C=NC(=C2)C=2C=NN1C2N=CC=C1)C=1C(=CC2=C(OCCN2)C1)OC)C N-(3-(dimethylamino)propyl)-1-(6-methoxy-3,4-dihydro-2H-benzo[b][1,4]oxazin-7-yl)-6-(pyrazolo[1,5-a]pyrimidin-3-yl)-1H-pyrazolo[4,3-c]pyridine-3-carboxamide